CC(C#N)[NH3+] The molecule is a primary ammonium ion resulting from the protonation of the amino group of alpha-aminopropionitrile. It is a conjugate acid of an alpha-aminopropionitrile.